CCCCCC=CCC=CCCCCCCC heptadeca-6,9-diene